(2R,4S,5R,6R)-6-[(1R,2R)-3-amino-1,2-dihydroxypropyl]-2-{[4-(but-3-yn-1-yloxy)phenyl]methoxy}-4-hydroxy-5-(2-hydroxyacetamido)oxane-2-carboxylic acid NC[C@H]([C@@H](O)[C@H]1[C@@H]([C@H](C[C@@](O1)(C(=O)O)OCC1=CC=C(C=C1)OCCC#C)O)NC(CO)=O)O